5-bromo-2-iodo-3-methylbenzoic acid BrC=1C=C(C(=C(C(=O)O)C1)I)C